1,5-dimethyltriazole-4-carboxylic acid CC1=C(N=NN1C)C(=O)O